COC(C1=CC(=C(C=C1)CNC)[N+](=O)[O-])=O 4-((methylamino)methyl)-3-nitrobenzoic acid methyl ester